C(C)(C)(C)OC(=O)N[C@H](C(=O)OC)C1CC1 methyl (2S)-2-(tert-butoxycarbonylamino)-2-cyclopropyl-acetate